BrC1=C(C(=NC(=C1C(=O)NC(C)(C)C)Cl)Cl)F 4-Bromo-N-(tert-butyl)-2,6-dichloro-5-fluoronicotinamide